5-chloro-N7-(1-methyl-4-piperidyl)isoquinoline-3,7-diamine ClC1=C2C=C(N=CC2=CC(=C1)NC1CCN(CC1)C)N